O[C@@](C)([C@@H](CCC(C)C)O)[C@H]1CC[C@]2(C3=CC([C@@H]4C[C@H]([C@H](C[C@@]4([C@H]3CC[C@]12C)C)O)O)=O)O (2S,3R,5R,9R,10R,13R,14S,17S)-17-[(2R,3R)-2,3-dihydroxy-6-methylheptan-2-yl]-2,3,14-trihydroxy-10,13-dimethyl-2,3,4,5,9,11,12,15,16,17-decahydro-1H-cyclopenta[a]phenanthren-6-one